5-cyclobutyl-5-{4-[4-(3,5,6-trimethylpyridin-2-yl)piperazine-1-carbonyl]phenyl}imidazolidine-2,4-dione C1(CCC1)C1(C(NC(N1)=O)=O)C1=CC=C(C=C1)C(=O)N1CCN(CC1)C1=NC(=C(C=C1C)C)C